COC[C@H]1CN(CCN1)C=1C=CC(=NC1)[C@@H]1[C@H](CN(CC1)C1=C2C(=NC(=C1)C)N(N=C2)C)C 4-[(3R,4S)-4-[5-[(3R)-3-(methoxymethyl)piperazin-1-yl]-2-pyridinyl]-3-methyl-1-piperidinyl]-1,6-dimethyl-pyrazolo[3,4-b]pyridine